4-((5-Chloro-2-((6-methoxy-2-methyl-1,2,3,4-tetrahydroisoquinolin-7-yl)amino)pyrimidin-4-yl)amino)-3-(dimethylphosphoryl)-5-fluorophenylsulfurofluoridate dihydrochloride Cl.Cl.ClC=1C(=NC(=NC1)NC1=C(C=C2CCN(CC2=C1)C)OC)NC1=C(C=C(C=C1F)OS(=O)(=O)F)P(=O)(C)C